[N+](=O)([O-])C1=CC=C(C=C1)N1CCN(CC1)C1CCC2(CCN(CC2)C2=CC=C(N=N2)C(=O)O)CC1 6-[9-[4-(4-nitrophenyl)piperazin-1-yl]-3-azaspiro[5.5]undecan-3-yl]pyridazine-3-carboxylic acid